N[C@H](C(=O)OC)CC1=C(C(=CC=C1)O)F methyl (2S)-2-amino-3-(2-fluoro-3-hydroxyphenyl)propanoate